ClC(=CCCCCCCC)Cl 1,1-dichloro-1-nonene